chloro-pyridine-2-carboxylic acid ClC=1C(=NC=CC1)C(=O)O